FC1=NC(=CC(=C1)NC1=CC=C(C(=N1)C(=O)NC1(COCC1)C)OC)F 6-[(2,6-difluoro-4-pyridyl)amino]-3-methoxy-N-(3-methyltetrahydrofuran-3-yl)pyridine-2-carboxamide